5-(benzyloxy)-3-cyclobutyl-1-(1,2-difluoroindeno[1,2-a]inden-4b(9H)-yl)-2,3-dihydro-1H-pyrido[2,1-f][1,2,4]triazine-4,6-dione C(C1=CC=CC=C1)OC=1C(C=CN2N(CN(C(C21)=O)C2CCC2)C21C(=CC3=C(C(=CC=C23)F)F)CC=2C=CC=CC21)=O